OCCC(C)C1=C(N(C2=CC=CC=C12)C)C1=C(C=CC2=CC=C(C=C12)OC)O 1-(3-(4-hydroxybutan-2-yl)-1-methyl-1H-indol-2-yl)-7-methoxynaphthalen-2-ol